(4-(4-(trifluoromethyl)-1H-pyrrolo[2,3-c]pyridin-7-yl)piperazin-1-yl)methanone hydrochloride Cl.FC(C1=C2C(=C(N=C1)N1CCN(CC1)C=O)NC=C2)(F)F